FC(CC)(F)F (2R)-1,1,1-trifluoropropan